ClC1=CC=C(C(=N1)C(=O)O)N[C@H](C)C=1C=C(C=C2C(C(=C(OC12)C1=CC=2C(=NC=CC2)N1)C)=O)C 6-Chloro-3-[[(1R)-1-[3,6-dimethyl-4-oxo-2-(1H-pyrrolo[2,3-b]pyridin-2-yl)chromen-8-yl]ethyl]amino]pyridine-2-carboxylic acid